2-(tert-butoxycarbonylamino)-3-(3-cyanophenyl)propanoic acid C(C)(C)(C)OC(=O)NC(C(=O)O)CC1=CC(=CC=C1)C#N